28-linoleoyloxy-octacosanoic acid C(CCCCCCC\C=C/C\C=C/CCCCC)(=O)OCCCCCCCCCCCCCCCCCCCCCCCCCCCC(=O)O